6-isopropyl-4-(4-(1-methyl-1H-pyrazol-5-yl)-8-(1H-pyrazol-3-yl)-1,7-naphthyridin-2-yl)pyridin-2-amine C(C)(C)C1=CC(=CC(=N1)N)C1=NC2=C(N=CC=C2C(=C1)C1=CC=NN1C)C1=NNC=C1